Zinc-silver [Ag].[Zn]